7-fluoro-4-(8-fluoro-4-(((cis)-3-fluorocyclobutyl)amino)-2-(((2R,7aS)-2-fluorotetrahydro-1H-pyrrolizin-7a(5H)-yl)methoxy)-6-(trifluoromethyl)quinazolin-7-yl)benzo[d]thiazol-2-amine FC1=CC=C(C=2N=C(SC21)N)C2=C(C=C1C(=NC(=NC1=C2F)OC[C@]21CCCN1C[C@@H](C2)F)N[C@@H]2C[C@@H](C2)F)C(F)(F)F